benzyl N-[6,8-bis(trifluoromethyl)quinazolin-4-yl]-N-[1-[2-(5-cyano-2-pyridyl)-1,2,4-triazol-3-yl]ethyl]carbamate FC(C=1C=C2C(=NC=NC2=C(C1)C(F)(F)F)N(C(OCC1=CC=CC=C1)=O)C(C)C=1N(N=CN1)C1=NC=C(C=C1)C#N)(F)F